Methyl 4-(4-((2-aminoethyl)amino)phenyl)butanoate NCCNC1=CC=C(C=C1)CCCC(=O)OC